(2R,3R)-hexane-2,3-diol C[C@H]([C@@H](CCC)O)O